O(S(=O)(=O)C(F)(F)F)C=1C=2C(N(C(C1)=O)C([2H])([2H])[2H])=CN(N2)C2OCCCC2 4-(methyl-d3)-5-oxo-2-(tetrahydro-2H-pyran-2-yl)-4,5-dihydro-2H-pyrazolo[4,3-b]Pyridin-7-yl triflate